COC1=C(C(=O)N)C=C(C=C1)Cl 2-methoxy-5-chlorobenzamide